C(C)C1(CC1)C#CC1=C2CCCN(C2=CC=C1)C1=NC=2N(C3=CC=C(C=C13)F)C(=NN2)C (5-((1-ethylcyclopropyl)ethynyl)-3,4-dihydroquinolin-1(2H)-yl)-7-fluoro-1-Methyl-[1,2,4]Triazolo[4,3-a]Quinazoline